FC1=C2NC(C(=NC2=CC=C1CN1CCN(CC1)C=1C=CC(=NC1)C(=O)NC)OC)=O 5-[4-[(5-fluoro-2-methoxy-3-oxo-4H-quinoxalin-6-yl)methyl]piperazin-1-yl]-N-methyl-pyridine-2-carboxamide